(S)-3-(2-hydroxypropyl)-5,6-methylenedioxy-1H-indole-1-carboxylic acid tert-butyl ester C(C)(C)(C)OC(=O)N1C=C(C2=CC3=C(C=C12)OCO3)C[C@H](C)O